tert-butyl 3-[6-chloro-8-[2-(hydroxymethyl)thieno[3,2-b]pyridin-7-yl]-3,4-dihydro-2H-quinolin-1-yl]azetidine-1-carboxylate ClC=1C=C2CCCN(C2=C(C1)C1=C2C(=NC=C1)C=C(S2)CO)C2CN(C2)C(=O)OC(C)(C)C